CC1=CC(=CC(=N1)N1S(CC[C@H]1C(=O)O)(=O)=O)C(F)(F)F (S)-2-(6-methyl-4-(trifluoromethyl)pyridin-2-yl)isothiazolidine-3-carboxylic acid 1,1-dioxide